2-(difluoromethyl)-6-(1-methyltriazol-4-yl)piperidin-4-one FC(C1NC(CC(C1)=O)C=1N=NN(C1)C)F